5-[3-(cyclopentyloxy)-4-methoxyphenyl]-3-[(3-methylphenyl)methyl]-(3S,5S)-2-piperidone C1(CCCC1)OC=1C=C(C=CC1OC)[C@@H]1C[C@H](C(NC1)=O)CC1=CC(=CC=C1)C